ClC1=C2C(=NC=C1C1=CC=3N(C=C1)N=C(C3)NC(=O)[C@@H]3[C@H](C3)F)NC=C2 (1R,2S)-N-(5-(4-chloro-1H-pyrrolo[2,3-b]pyridin-5-yl)pyrazolo[1,5-a]pyridin-2-yl)-2-fluorocyclopropane-1-carboxamide